C(C)N(CC)CC(=O)OC=1C(C(=O)[O-])=CC=CC1 N,N-diethylaminoacetylsalicylate